BrC=1C=NC(=NC1)N(C)C 5-bromo-N,N-dimethyl-pyrimidin-2-amine